[N+](=O)([O-])C1=CC=C(C=C1)NC(\C=C/C(=O)O)=O N-(4-nitrophenyl)maleamic acid